bromomethyl-(triphenyl)phosphonium BrC[P+](C1=CC=CC=C1)(C1=CC=CC=C1)C1=CC=CC=C1